C(C)(C)(C)OC(=O)NC1(CC2=CC(=CC=C2CC1)OC1=C(C=CC=C1)C1=C(C(=CC=C1)C)F)C(=O)OC methyl 2-((tert-butoxycarbonyl) amino)-7-((2'-fluoro-3'-methyl-[1,1'-biphenyl]-2-yl) oxy)-1,2,3,4-tetrahydronaphthalene-2-carboxylate